C1(=CC=CC=C1)NC(=O)C1=NNC2=CC=CC=C12 N-phenyl-indazoleamide